2-chloro-5-((4-(7-methyl-[1,2,4]triazolo[1,5-a]pyridin-6-yl)piperidin-1-yl)sulfonyl)thiazole ClC=1SC(=CN1)S(=O)(=O)N1CCC(CC1)C=1C(=CC=2N(C1)N=CN2)C